C(C)(C)(C)N1N=CC=2C1=NC(=NC2NC(=O)C=2SC(=CC2)[N+](=O)[O-])C2=CC=C(C=C2)OC(F)(F)F N-(1-(tert-butyl)-6-(4-(trifluoromethoxy)phenyl)-1H-pyrazolo[3,4-d]pyrimidin-4-yl)-5-nitrothiophene-2-carboxamide